(R)-4-fluoro-3-((1-(methyl-d3)pyrrolidin-2-yl)methyl)-1H-indole FC1=C2C(=CNC2=CC=C1)C[C@@H]1N(CCC1)C([2H])([2H])[2H]